FC=1C=CC(=NC1)[C@@H](C)OC=1C=2N(C=CC1)N=CC2C#N 4-[(1R)-1-(5-fluoro-2-pyridyl)ethoxy]pyrazolo[1,5-a]pyridine-3-carbonitrile